Methyl (2S,4S)-1-[(2-chlorophenyl)methyl]-4-{[(4-methoxyphenyl)methyl]amino}pyrrolidine-2-carboxylate ClC1=C(C=CC=C1)CN1[C@@H](C[C@@H](C1)NCC1=CC=C(C=C1)OC)C(=O)OC